3-chloro-5-nitro-2-(2,2,3,3,8,8,9,9-octamethyl-4,7-dioxa-3,8-disiladecan-5-yl)pyridine ClC=1C(=NC=C(C1)[N+](=O)[O-])C(O[Si](C(C)(C)C)(C)C)CO[Si](C(C)(C)C)(C)C